ClC1=CC=C2C=CN=C(C2=C1)NC1=CC(=NC=C1)C(=O)NCC=1C=NC=CC1 4-((7-chloroisoquinolin-1-yl)amino)-N-(pyridin-3-ylmethyl)pyridinecarboxamide